C(CCCCCCCCCCC)(=O)NC=1C(=C(NC1)S(=O)(=O)O)O lauramidohydroxysulfopyrrole